BrCC=1C=C(C=CC1F)C1N(CCOC1)C1=CC=CC=C1C(=O)O (3-(bromomethyl)-4-fluorophenyl)morpholinebenzoic acid